C(C1=CC=CC=C1)OC1=C(C=C(C(=O)N2[C@H](C[C@@H](C2)F)C(=O)N2[C@H](CCC2)C#N)C=C1F)F (R)-1-((2R,4S)-1-(4-(benzyloxy)-3,5-difluorobenzoyl)-4-fluoropyrrolidine-2-carbonyl)pyrrolidine-2-carbonitrile